N,6-di(p-butylphenyl)anthracene-9,6-diamine C(CCC)C1=CC=C(C=C1)NC=1C=2C=CC(CC2C=C2C=CC=CC12)(N)C1=CC=C(C=C1)CCCC